(1R,2R)-2-{3-[4-(difluoromethoxy)-2-(methoxymethoxy)phenyl]-4-methyl-7,8-dihydropyridazino[3,4-e][1,4]oxazepin-9(5H)-yl}cyclohexan-1-ol FC(OC1=CC(=C(C=C1)C1=C(C2=C(N(CCOC2)[C@H]2[C@@H](CCCC2)O)N=N1)C)OCOC)F